ClC1=CC=C(C(=N1)C(=O)NS(=O)(=O)C)NC(C)C=1C=C(C=C2C(C(=C(OC12)C1=C(C=C(C=C1)F)F)C)=O)C(F)(F)F 6-Chloro-3-[1-[2-(2,4-difluorophenyl)-3-methyl-4-oxo-6-(trifluoromethyl)chromen-8-yl]ethylamino]-N-methylsulfonyl-pyridine-2-carboxamide